CC1=CC=C(C=C1)N=NC1=CC=C(C=C1)C Dimethylazobenzene